CC(=C=CCC(CC)=O)CCCC(CCCC(C)C)C 7,11,15-trimethylhexadecan-5,6-dien-3-one